(S)-(4-fluorophenyl)(8-methyl-3-(3-methyl-1,2,4-thiadiazol-5-yl)-5,6-dihydroimidazo[1,5-a]pyrazin-7(8H)-yl)methanone FC1=CC=C(C=C1)C(=O)N1[C@H](C=2N(CC1)C(=NC2)C2=NC(=NS2)C)C